NC(C=O)C(C)C 2-amino-3-methyl-1-oxobutane